(3S,4S)-N3,N4-bis((1S,2R)-2-phenylcyclopropyl)-1-(4-((R)-3-(tetradecylcarbamoyl)piperidine-1-carbonyl)benzoyl)pyrrolidine-3,4-dicarboxamide C1(=CC=CC=C1)[C@@H]1[C@H](C1)NC(=O)[C@@H]1CN(C[C@H]1C(=O)N[C@@H]1[C@H](C1)C1=CC=CC=C1)C(C1=CC=C(C=C1)C(=O)N1C[C@@H](CCC1)C(NCCCCCCCCCCCCCC)=O)=O